2,2'-Methylenbis(4,6-di-tert-butylphenol) C(C1=C(C(=CC(=C1)C(C)(C)C)C(C)(C)C)O)C1=C(C(=CC(=C1)C(C)(C)C)C(C)(C)C)O